(1R,3S,5S)-1-(5-ethyl-1,3,4-oxadiazol-2-yl)-3-methyl-N-(4-(pyrrolo[2,1-f][1,2,4]triazin-2-yl)-5-(trifluoromethyl)pyridin-2-yl)-6-azabicyclo[3.1.1]heptane-6-carboxamide C(C)C1=NN=C(O1)[C@]12C[C@H](C[C@H](N1C(=O)NC1=NC=C(C(=C1)C1=NN3C(C=N1)=CC=C3)C(F)(F)F)C2)C